tert-butyl 2-bromo-4-isopropyl-3-methyl-5-(8-methyl-[1,2,4]triazolo[1,5-a]pyridin-6-yl)thieno[2,3-b]pyrrole-6-carboxylate BrC1=C(C2=C(N(C(=C2C(C)C)C=2C=C(C=3N(C2)N=CN3)C)C(=O)OC(C)(C)C)S1)C